sodium methylbenzotriazole salt CC1=CC=CC=2NN=NC21.[Na]